FC(C1=CC(=C(S1)C(=O)O)OC1COC1)F 5-(difluoromethyl)-3-(oxetan-3-yloxy)thiophene-2-carboxylic acid